3-amino-N-((3-fluoropyridin-2-yl)methyl)-6-(imidazo[1,2-a]pyridin-6-yl)-5-(2H-1,2,3-triazol-2-yl)pyrazine-2-carboxamide NC=1C(=NC(=C(N1)N1N=CC=N1)C=1C=CC=2N(C1)C=CN2)C(=O)NCC2=NC=CC=C2F